dimethoxy-4,4'-(9H-fluoren-9-ylidene)bisphenol COC=1C(=C(C=CC1C1(C2=CC=CC=C2C=2C=CC=CC12)C1=CC=C(C=C1)O)O)OC